C(C)C=1C=C(C(=O)OCC)C=CC1[C@@H]1CNCCC1 Ethyl (R)-3-ethyl-4-(piperidin-3-yl)benzoate